6-allyl 2-(tert-butyl) 8-(5-(difluoro(4-(tetrahydro-2H-pyran-4-yl)phenyl)methyl)-1,3,4-oxadiazol-2-yl)-2,6-diazaspiro[3.4]octane-2,6-dicarboxylate FC(C1=NN=C(O1)C1CN(CC12CN(C2)C(=O)OC(C)(C)C)C(=O)OCC=C)(C2=CC=C(C=C2)C2CCOCC2)F